FC(C(=O)O)(F)F.C1N(CCC12CCNCC2)CC=2C=CC(=NC2)C2=C1CCN(C1=CC=C2)C=2C=C(C=1N(N2)C(=CN1)C(=O)N[C@H]1[C@H](C1)F)NC 6-(4-(5-((2,8-Diazaspiro[4.5]decan-2-yl)methyl)pyridin-2-yl)indolin-1-yl)-N-((1R,2S)-2-fluorocyclopropyl)-8-(methylamino)imidazo[1,2-b]pyridazine-3-carboxamide 2,2,2-trifluoroacetate